BrC=1C(=C(SC1)C)C=1SC(=NN1)N1C(=CC=C1C)C 2-(4-bromo-2-methylthiophen-3-yl)-5-(2,5-dimethylpyrrol-1-yl)-1,3,4-thiadiazole